C1(CCCC1)N1N=CC=2C(=CC(=CC12)C=C)C(=O)NCC=1C(NC(=CC1C)C)=O 1-cyclopentyl-N-((4,6-dimethyl-2-oxo-1,2-dihydropyridin-3-yl)methyl)-6-vinyl-1H-indazole-4-carboxamide